1-cyclopropyl-methanamine C1(CC1)CN